ClC=1C=C(C=NC1F)C1=CSC2=C1C(N(C=C2)CC(=O)N2CC(C2)(C)F)=O 3-(5-chloro-6-fluoropyridin-3-yl)-5-(2-(3-fluoro-3-methylazetidin-1-yl)-2-oxoethyl)thieno[3,2-c]pyridin-4(5H)-one